ClC1=CC(=C(COC2=NC=3CN(CCC3C=C2C)CC2=NC3=C(C=NC(=C3)C#N)N2C[C@H]2OCC2)C(=C1)F)F (S)-2-((2-((4-chloro-2,6-difluorobenzyl)oxy)-3-methyl-5,8-dihydro-1,7-naphthyridin-7(6H)-yl)methyl)-3-(oxetan-2-ylmethyl)-3H-imidazo[4,5-c]pyridine-6-carbonitrile